4-(quinolin-8-ylmethyl)piperazin N1=CC=CC2=CC=CC(=C12)CN1CCNCC1